FC1=C(C(=O)N2CCN(CC2)C(=O)OC(C)(C)C)C=CC(=C1)NC(=O)C=1N(C(=CN1)C=1C(=NN(C1)C1=C(C=C(C=C1)OC)F)C(F)(F)F)C tert-Butyl 4-[2-fluoro-4-[[5-[1-(2-fluoro-4-methoxy-phenyl)-3-(trifluoromethyl)pyrazol-4-yl]-1-methyl-imidazole-2-carbonyl]amino]benzoyl]piperazine-1-carboxylate